2-({2-[(2-chloro-4-methylphenyl)methoxy]-3-methyl-5,6,7,8-tetrahydro-1,7-naphthyridin-7-yl}methyl)-7-fluoro-1-{1-[(2S)-oxetan-2-yl]methyl}-1H-1,3-benzodiazole-6-carboxylic acid ClC1=C(C=CC(=C1)C)COC1=NC=2CN(CCC2C=C1C)CC1=NC2=C(N1C[C@H]1OCC1)C(=C(C=C2)C(=O)O)F